[N+](=O)([O-])C1=CC=C(C(=O)O[C@@H]2CN(CC[C@]2(C)C#N)CC2=CC=CC=C2)C=C1 |r| racemic-cis-1-benzyl-4-cyano-4-methylpiperidin-3-yl 4-nitrobenzoate